FC1C(C2=C(N(N=C2C(F)(F)F)CC2=CC=C(C=C2)OC)C1F)=O 5,6-difluoro-1-[(4-methoxyphenyl)methyl]-3-(trifluoromethyl)-5,6-dihydrocyclopenta[c]pyrazol-4-one